CN(C1=CC=C(C=C1)C1=CC2=CC3=CC=CC=C3C=C2C=C1)C 2-[4-(dimethylamino)phenyl]anthracene